COC1=CC=C(C=C1)C(OCC(C(C)NC(CCCCCCC(=O)O)=O)O)(C1=CC=CC=C1)C1=CC=C(C=C1)OC 8-((4-(bis(4-methoxyphenyl)(phenyl)methoxy)-3-hydroxybutan-2-yl)amino)-8-oxooctanoic acid